N1(CCOCC1)C1CN(C1)C1=NC=C(C=N1)C1=CC2=C(N=C3COC[C@@H](N32)C3=CC=CC=C3)C=C1 (S)-7-(2-(3-morpholinylazetidin-1-yl)pyrimidin-5-yl)-4-phenyl-3,4-dihydro-1H-benzo[4,5]imidazo[2,1-c][1,4]oxazine